FC=1C=C2C(NC=3[C@H](CC[C@H](C3C2=CC1F)N(C(=O)C=1NC2=CC=C(C=C2C1)F)C)O)=O (R,S)-N-(8,9-difluoro-4-hydroxy-6-oxo-1,2,3,4,5,6-hexahydrophenanthridin-1-yl)-5-fluoro-N-methyl-1H-indole-2-carboxamide